tert-butyl 3-(4-((2-(4-fluorophenyl)ethyl)sulfonamido)-3-(methoxycarbonyl)-phenoxy)azetidine-1-carboxylate FC1=CC=C(C=C1)CCS(=O)(=O)NC1=C(C=C(OC2CN(C2)C(=O)OC(C)(C)C)C=C1)C(=O)OC